C(C)(C)C=1C=C(C=CC1F)NC1=C2C=C(NC2=CC(=C1)NC(C)=O)C(=O)OCC Ethyl 4-((3-isopropyl-4-fluorophenyl) amino)-6-acetylamino-1H-indole-2-carboxylate